C(C)(=O)OC=CC=CC=CCCCCCCCC 11Z-tetradecatrien-1-ol acetate